(R)-(6-cyclopropyl-imidazo[1,5-a]pyrazin-5-yl)-[1-(4-dimethylamino-phenyl)-1H-[1,2,3]triazol-4-yl]-methanol C1(CC1)C=1N=CC=2N(C1[C@@H](O)C=1N=NN(C1)C1=CC=C(C=C1)N(C)C)C=NC2